FUROPYRIMIDINE N1=CN=CC2=C1C=CO2